O=C1N=C(C2=C(N1)C=CC(=N2)C#N)N2CCOCC1=C2C=CC=C1C#CC1(CC1)C(F)(F)F 2-oxo-4-(6-((1-(trifluoromethyl)cyclopropyl)ethynyl)-2,3-dihydrobenzo[e][1,4]oxazepin-1(5H)-yl)-1,2-dihydropyrido[3,2-d]pyrimidine-6-carbonitrile